BrC1=NC=C(C=C1)CC1CC1 2-bromo-5-(cyclopropylmethyl)pyridine